1-Ethyl-7,9-difluoro-4,4-dimethyl-4,5-dihydro-[1,2,4]triazolo[4,3-a]quinoxaline C(C)C1=NN=C2N1C1=C(C=C(C=C1NC2(C)C)F)F